ClC1=NN(C2=NC=CC(=C21)NCC2=CC=C(C=C2)[S@](=O)(C)=N)CC#C (R)-(4-(((3-chloro-1-(prop-2-yn-1-yl)-1H-pyrazolo[3,4-b]pyridine-4-yl)amino)methyl)phenyl)(imino)(methyl)-λ6-sulfanone